CC1(OB(OC1(C)C)C=1C=C(C=CC1)CCC)C 1-(3-(4,4,5,5-tetramethyl-1,3,2-dioxaborolan-2-yl)phenyl)propane